Cl.FC1=C2C=C(N=NC2=CC(=C1)C=1CCNCC1)C1=CC=2C(=NN(N2)C)C(=C1)F 5-Fluoro-3-(7-fluoro-2-methyl-2H-benzotriazol-5-yl)-7-(1,2,3,6-tetrahydropyridin-4-yl)cinnoline hydrochloride